COC=1C=C(C=NC1O[C@@H]1CN(CC1)C)N (S)-5-methoxy-6-((1-methylpyrrolidin-3-yl)oxy)pyridin-3-amine